OCCCN1C(=O)N(C)C=2N=CNC2C1=O β-hydroxy-ethyl-theophylline